C1(CCCC1)[SiH](O[SiH](C)C1CCCC1)C 1,3-dicyclopentyl-1,3-dimethyl-disiloxane